C(C)(=O)N1CC2=C(CC1)N(N=C2I)C2CCC(CC2)NC(OC(C)(C)C)=O tert-butyl N-[4-(5-acetyl-3-iodo-6,7-dihydro-4H-pyrazolo[4,3-c]pyridin-1-yl)cyclohexyl]carbamate